FC1=CC=C(C=C1)[C@H]1[C@@H](C1)NCCC[C@@H](C(=O)N1CCN(CC1)C)NC(C1=CC=C(C=C1)N1C=NN=C1)=O N-[(2S)-5-[[(1R,2S)-2-(4-fluorophenyl)cyclopropyl]amino]-1-(4-methylpiperazin-1-yl)-1-oxopentan-2-yl]-4-(1,2,4-triazol-4-yl)benzamide